(E)-N-ethyl-N-(2-fluorophenyl)-2-butenamide C(C)N(C(\C=C\C)=O)C1=C(C=CC=C1)F